N-benzyl-N-(5-phenyl-1,2,4-oxadiazol-3-yl)oct-2-ynamide C(C1=CC=CC=C1)N(C(C#CCCCCC)=O)C1=NOC(=N1)C1=CC=CC=C1